tert-butyl 2-(methoxy(methyl)carbamoyl)-2,3-dihydro-1H-pyrrolo[3,2-c]pyridine-1-carboxylate CON(C(=O)C1CC=2C=NC=CC2N1C(=O)OC(C)(C)C)C